3-(8-hydroxy-6,6-dimethyl-1,4-dioxaspiro[4.5]decan-8-yl)propane-1,2-diol OC1(CC(C2(OCCO2)CC1)(C)C)CC(CO)O